C(C)NC1=C2N=CNC2=NC(=N1)I N-ethyl-2-iodo-9H-purin-6-amine